SC(C(=O)O)C(C(=O)O)S 2,3-Dimercapto-succinic Acid